ClC=1C=C2C=C(C(=NC2=C(C1)F)C1=CC(=CC=C1)C(C)N(C)C)C#N 6-chloro-2-(3-(1-(dimethylamino)ethyl)phenyl)-8-fluoroquinoline-3-carbonitrile